(R)-1-(7-(8-chloro-3-(methoxymethoxy)naphthalen-1-yl)-2-((1-((dimethylamino)methyl)cyclopropyl)methoxy)-8-fluoropyrido[4,3-d]pyrimidin-4-yl)-3-methylpiperidin-3-ol ClC=1C=CC=C2C=C(C=C(C12)C1=C(C=2N=C(N=C(C2C=N1)N1C[C@@](CCC1)(O)C)OCC1(CC1)CN(C)C)F)OCOC